1-((5,6-bis(benzyloxy)pyrimidin-4-yl)methyl)-3-isopropyl-4-(4-((4-(1-oxidothiomorpholine-4-carbonyl)phenyl)ethynyl)phenyl)imidazolidin-2-one C(C1=CC=CC=C1)OC=1C(=NC=NC1OCC1=CC=CC=C1)CN1C(N(C(C1)C1=CC=C(C=C1)C#CC1=CC=C(C=C1)C(=O)N1CCS(CC1)=O)C(C)C)=O